C(C)(=O)NC1=CC(=NC=N1)C1=CC(=C(CNC(=O)C2=CC3=C(S2)CCCC3)C=C1)C N-(4-(6-acetamidopyrimidin-4-yl)-2-methylbenzyl)-4,5,6,7-tetrahydrobenzo[b]thiophene-2-carboxamide